FC(C(C=O)(C1=CC=CC=C1)O)(F)F 3,3,3-trifluoro-2-hydroxy-2-phenylpropan-1-one